CC1(C(NC2=C(O1)C=C(C=N2)C=2N=C(C=1N(C2)N=CN1)NC1=CC=C(C=C1)N1CCOCC1)=O)C 2,2-dimethyl-7-(8-((4-morpholinylphenyl)amino)-[1,2,4]triazolo[1,5-a]pyrazin-6-yl)-2H-pyrido[3,2-b][1,4]oxazin-3(4H)-one